ClC=1C=C2C(=NC1OC)C(=C(N2)C2=NN=C(N2)C(F)(F)F)N2C=NC=C2 6-chloro-3-(1H-imidazol-1-yl)-5-methoxy-2-(5-(trifluoro-methyl)-4H-1,2,4-triazol-3-yl)-1H-pyrrolo[3,2-b]pyridine